COC(=O)[C@H]1CN([C@H](CC1)C)C(CC1=CC=C(C=C1)Br)=O (3R,6S)-1-(2-(4-bromophenyl)acetyl)-6-methylpiperidine-3-carboxylic acid methyl ester